bis{2-[(α-D-glucopyranosyl)oxy]ethyl}pentanediamide [C@H]1([C@H](O)[C@@H](O)[C@H](O)[C@H](O1)CO)OCCC(CC(=O)N)(CC(=O)N)CCO[C@@H]1[C@H](O)[C@@H](O)[C@H](O)[C@H](O1)CO